(2E,3Z)-5-{[1-(4-Chloro-2-fluorophenyl)-1H-pyrazol-3-yl]oxy}-2-(methoxyimino)-N,3-dimethylpent-3-enamide ClC1=CC(=C(C=C1)N1N=C(C=C1)OC\C=C(/C(/C(=O)NC)=N\OC)\C)F